COC1=CC=C(C=C1)C(OCC=1N(C2=NC=NC=C2N1)C1CC(C1)O)(C1=CC=CC=C1)C1=CC=C(C=C1)OC 3-(8-((Bis(4-methoxyphenyl)(phenyl)methoxy)methyl)-9H-purin-9-yl)cyclobutanol